ClC=1C=C(C=CC1OC)NC(CNC)=O N-(3-chloro-4-methoxyphenyl)-2-(methylamino)acetamide